OC1=C(C=CC(=C1)C(F)(F)F)C1=NN=C(C(N1C)=O)NC1C2CCC(CC1)N2C 3-[2-Hydroxy-4-(trifluoromethyl)-phenyl]-4-methyl-6-[(8-methyl-8-azabicyclo[3.2.1]-octan-2-yl)amino]-1,2,4-triazin-5-one